C(CC)N(C(=O)COC(CCNS(=O)(=O)C1=CC(=CC=C1)C(=O)N1CCC2(CN\C(\N2)=N/C(=O)C2=NC(=C(N=C2N)N)Cl)CC1)=O)CCC 3-(3-{2-[(E)-3,5-diamino-6-chloro-pyrazine-2-carbonylimino]-1,3,8-triaza-spiro[4.5]decane-8-carbonyl}-benzenesulfonylamino)-propionic acid dipropylcarbamoylmethyl ester